N2-(2,2,2-trifluoroethyl)oxalamide FC(CNC(C(=O)N)=O)(F)F